N-(((1S,2R)-2-aminocyclopentyl)methyl)-4-(9H-purin-6-yl)-3,4-dihydro-2H-1,4-thiazine-6-carboxamide hydrochloride Cl.N[C@H]1[C@@H](CCC1)CNC(=O)C1=CN(CCS1)C1=C2N=CNC2=NC=N1